CC(CCC(C)(OOC(C)(C)C)C)(C)OOC(C)(C)C dimethyl-2,5-di(tert-butyl-peroxy)hexane